9-quinolin-3-yl-3,4-dihydropyrido[2,1-c][1,2,4]thiadiazine 2,2-dioxide N1=CC(=CC2=CC=CC=C12)C1=CC=CN2C1=NS(CC2)(=O)=O